tert-butyl ((5S,8S,10aR)-8-(((R)-chroman-4-yl)carbamoyl)-3-(methylsulfonyl)-6-oxodecahydropyrrolo[1,2-a][1,5]diazocin-5-yl)carbamate O1CC[C@H](C2=CC=CC=C12)NC(=O)[C@@H]1CC[C@H]2N1C([C@H](CN(CC2)S(=O)(=O)C)NC(OC(C)(C)C)=O)=O